1,1,1,3,3,3-hexafluoropropan-2-yl (R or S)-1-(thiazol-5-ylcarbamoyl)-6-azaspiro[2.5]octane-6-carboxylate S1C=NC=C1NC(=O)[C@@H]1CC12CCN(CC2)C(=O)OC(C(F)(F)F)C(F)(F)F |o1:8|